2-(7-(diethylamino)-4-methyl-2-oxo-2H-chromen-3-yl)ethyl (3-((aminooxy)carbonyl)benzyl)carbamate NOC(=O)C=1C=C(CNC(OCCC=2C(OC3=CC(=CC=C3C2C)N(CC)CC)=O)=O)C=CC1